METHYL-3-ISOCYANO-3-(4-CYANOPHENYL)PROPIONATE COC(CC(C1=CC=C(C=C1)C#N)[N+]#[C-])=O